tert-Butyl 4-((4-(((2-(2,6-Dioxopiperidin-3-yl)-1,3-dioxoisoindolin-4-yl)amino)methyl)-1H-1,2,3-triazol-1-yl)methyl)piperidine-1-carboxylate O=C1NC(CCC1N1C(C2=CC=CC(=C2C1=O)NCC=1N=NN(C1)CC1CCN(CC1)C(=O)OC(C)(C)C)=O)=O